BrC=1SC(=CC1Br)Br 2,3,5-tribromothiophene